ClC1=CC(=C(C(=O)O)C=C1S(N(C)C)(=O)=O)NCC=1OC=CC1 4-Chloro-5-(N,N-dimethylsulfamoyl)-2-((furan-2-ylmethyl)amino)Benzoic Acid